2-Aminoethyl(tritetradecanoxysilan) NCC[Si](OCCCCCCCCCCCCCC)(OCCCCCCCCCCCCCC)OCCCCCCCCCCCCCC